C[N+](C)(C)C.C(CCC\C=C/C\C=C/C\C=C/C\C=C/CCCCC)(=O)[O-] arachidonic acid tetramethylammonium salt